(1,5-diaminopentyl)carboxylic acid NC(CCCCN)C(=O)O